2-amino-5-{2-[(1S)-1-cyclopropylethyl]-7-methanesulfonamido-1-oxo-2,3-dihydro-1H-isoindol-5-yl}-N-[trans-3-hydroxy-1-methylcyclobutyl]pyrazolo[1,5-a]pyrimidine-3-carboxamide NC1=NN2C(N=C(C=C2)C=2C=C3CN(C(C3=C(C2)NS(=O)(=O)C)=O)[C@@H](C)C2CC2)=C1C(=O)NC1(CC(C1)O)C